n-eicosyl butyl ether C(CCC)OCCCCCCCCCCCCCCCCCCCC